N-(isoxazol-3-yl)benzenesulfonamide 2,2,2-trifluoroacetate FC(C(=O)O)(F)F.O1N=C(C=C1)NS(=O)(=O)C1=CC=CC=C1